O[C@@H](C(C)=O)CCCCCCC (3R)-3-hydroxy-2-decanone